BrC=1C(=NN(C1NC(=O)N[C@@H]1CN(C[C@H]1C=1C=NC=C(C1)F)CCOC)C1=CC=CC=C1)C1=CC=CC=C1 1-(4-bromo-1,3-diphenyl-1H-pyrazol-5-yl)-3-(trans-4-(5-fluoropyridin-3-yl)-1-(2-methoxyethyl)pyrrolidin-3-yl)urea